P.N1=CC=CC=C1 pyridine phosphine salt